N,N'-dipropylcyclohexanediamine CCCNC1(CCCCC1)NCCC